Cl.Cl.N1CCC2=C(C=CC=C12)OCCN(C)C 2-(Indolin-4-yloxy)-N,N-dimethylethan-1-amine dihydrochloride